COC1=CC=C(C=C1)C1(CC=NO1)C1=CC=C(C=C1)OC 5,5-bis(4-methoxyphenyl)-4,5-dihydroisoxazole